COC=1C=C(C=CC1OC1OCCCC1)C1=NC2=CC(=CC(=C2C(C1OC1OCCCC1)=O)OC1OCCCC1)OC1OCCCC1 2-(3-methoxy-4-tetrahydropyranyloxyphenyl)-3,5,7-tris-tetrahydropyranyloxy-quinolin-4-one